N-(4-(5-Benzamido-1-methyl-1H-pyrazol-3-yl)phenyl)-3-chloroisonicotinamide C(C1=CC=CC=C1)(=O)NC1=CC(=NN1C)C1=CC=C(C=C1)NC(C1=C(C=NC=C1)Cl)=O